N-(3-aminopropyl)-2-oxo-1-[cis-4-[(3-methoxy-4-methylphenyl)carbamoyl]cyclohexyl]-2,3-dihydro-1H-1,3-benzodiazole-4-carboxamide NCCCNC(=O)C1=CC=CC=2N(C(NC21)=O)[C@@H]2CC[C@@H](CC2)C(NC2=CC(=C(C=C2)C)OC)=O